ClC1=CC=C(C=C1)C#CC1=C(C=CC=C1)C(C=C)=O 1-(2-(4-chlorophenylethynyl)phenyl)prop-2-en-1-one